C12C3CCCCC3OCCN3CCC[C@]4([C@H]3COC(CC1)CC2)NCCCC4 (1's,2R,16'S,19's)-8',18'-dioxa-11'-azaspiro[piperidine-2,15'-tetracyclo-[17.2.2.02,7.011,16]tricosane]